di(4-t-butylphenyl) carbonate C(OC1=CC=C(C=C1)C(C)(C)C)(OC1=CC=C(C=C1)C(C)(C)C)=O